ClC1=CC=C(C(=N1)C(=NO)N)O[C@H](C)C=1C=C(C=C2C(C(=C(OC12)C=1C=NN2C1COCC2)C)=O)C 6-Chloro-3-[(1R)-1-[2-(6,7-dihydro-4H-pyrazolo[5,1-c][1,4]oxazin-3-yl)-3,6-dimethyl-4-oxo-chromen-8-yl]ethoxy]-N'-hydroxy-pyridine-2-carboxamidine